2-[(2's,4r)-6-bromo-2',5-difluoro-1-oxospiro[3H-isoquinoline-4,1'-cyclopropane]-2-yl]-N-(5-chloropyrimidin-2-yl)acetamide BrC=1C(=C2C(=CC1)C(N(C[C@]21[C@H](C1)F)CC(=O)NC1=NC=C(C=N1)Cl)=O)F